C[C@@H]1CN(C[C@@H](N1)C)C=1C=CC=2N(C(C=C(N2)C2=NN3C(C(=NC(=C3)C)CC)=C2)=O)C1 7-[(3R,5S)-3,5-dimethylpiperazin-1-yl]-2-(4-ethyl-6-methylpyrazolo[1,5-a]pyrazin-2-yl)-4H-pyrido[1,2-a]pyrimidin-4-one